4-amino-N'-(isothiazol-3-yl)-N',1-dimethyl-N-((5-(trifluoromethyl)pyridin-2-yl)methyl)-1H-pyrazolo[4,3-c]quinoline-8-carbohydrazide NC1=NC=2C=CC(=CC2C2=C1C=NN2C)C(=O)N(N(C)C2=NSC=C2)CC2=NC=C(C=C2)C(F)(F)F